(S)-(4-(4-amino-6-(6-ethynyl-4-methylpyridin-3-yl)-7-methyl-7H-pyrrolo[2,3-d]pyrimidin-5-yl)phenyl)(2-ethynylpyrrolidin-1-yl)methanone NC=1C2=C(N=CN1)N(C(=C2C2=CC=C(C=C2)C(=O)N2[C@@H](CCC2)C#C)C=2C=NC(=CC2C)C#C)C